ON1[C@@H]2CC[C@H](N(C1=O)C2)C(NC(CC)=O)=N N-(((2S,5R)-6-hydroxy-7-oxo-1,6-diazabicyclo[3.2.1]oct-2-yl)(imino)methyl)propionamide